FC1=C(C(=CC=C1)F)C1=N[C@H](C2=NC(=NN2C=2SC=3OCCOCC3C12)C(=O)NCCF)C (7S)-9-(2,6-difluorophenyl)-N-(2-fluoroethyl)-7-methyl-13,16-dioxa-18-thia-2,3,5,8-tetraazatetracyclo[8.8.0.02,6.011,17]octadeca-1(10),3,5,8,11(17)-pentaene-4-carboxamide